4-(N-(3-(fluoromethyl)-4-methylphenyl)-3-(triisopropylsilyl)propiolamido)tetrahydro-2H-pyran-4-carboxamide FCC=1C=C(C=CC1C)N(C(C#C[Si](C(C)C)(C(C)C)C(C)C)=O)C1(CCOCC1)C(=O)N